CS(=O)(=O)C1=CC=C(C=C1)N1CCN(CC1)C1CC2=C(N(N=C2CC1)C1=NC=CC=C1)O 5-(4-(4-(Methylsulfonyl)phenyl)piperazin-1-yl)-2-(pyridin-2-yl)-4,5,6,7-tetrahydro-2H-indazol-3-ol